Cl.Cl.[N+](=[N-])(CC(C)C=1NCCN1)CC(C)C=1NCCN1 diAzobis[2-(2-imidazolin-2-yl)propane] dihydrochloride